2,4,6-trimethylbenzoyl-ethyl phosphonate P(OCCC(C1=C(C=C(C=C1C)C)C)=O)([O-])=O